9-bromomethyl-9H-silaxanthene BrCC1C2=CC=CC=C2OC=2C=CC=[SiH]C12